C(C)OC(CN1N=C(C(C1=O)(C)NO)C1=CC=C(C=C1)S(N(C)C)(=O)=O)=O {3-[4-(dimethylsulfamoyl)phenyl]-4-(hydroxyamino)-4-methyl-5-oxo-4,5-dihydro-1H-pyrazol-1-yl}acetic acid ethyl ester